2-Amino-9-((2R,3R,5S)-3-hydroxy-5-(hydroxymethyl)tetrahydrofuran-2-yl)-7-(3,3,4,4,4-pentafluorobutyl)-7,9-dihydro-1H-purin-6,8-dion NC=1NC(C=2N(C(N(C2N1)[C@@H]1O[C@@H](C[C@H]1O)CO)=O)CCC(C(F)(F)F)(F)F)=O